C1(=CC(=CC(=C1)C(=O)[O-])C(=O)[O-])C(=O)[O-].[K+].C(C)OC=1C=C(C=CC1)C=O.[K+].[K+] (3-ethoxyphenyl)methanone potassium 1,3,5-benzenetricarboxylate